C1(=CC=C(C=C1)NC1=CC=C(C=C1)C1=CC=CC=C1)C1=CC=CC=C1 N-{[1,1'-biphenyl]-4-yl}-[1,1'-biphenyl]-4-amine